ClC1=CC=C(/C=C/S(=O)(C2=NC=CC=C2)=N)C=C1 (E)-(4-chlorostyryl)(imino)(pyridin-2-yl)-λ6-sulfanone